CC=1N=C(SC1)CC#N (4-methyl-1,3-thiazol-2-yl)acetonitrile